ClC1=C(C=CC=C1)NC(C1=CC=C(C=C1)NC1=NC(=NC=C1F)NC1=CC=C(C=C1)C(NC1CCN(CC1)C(CN1CCN(CC1)C1=CC=C(C=C1)C1C(NC(CC1)=O)=O)C)=O)=O N-(2-chlorophenyl)-4-((2-((4-((1-(1-(4-(4-(2,6-dioxopiperidin-3-yl)phenyl)piperazin-1-yl)propan-2-yl)piperidin-4-yl)carbamoyl)phenyl)amino)-5-fluoropyrimidin-4-yl)amino)benzamide